[Na].O=C1C=C(N=CN1C[C@@H]1CCN(CC12CCCC2)C(=O)N2[C@@H](C[C@@H](CC2)NCC(=O)O)C2=CC=CC=C2)C2=CC=CC=C2 ((2S,4R)-1-((R)-10-((6-oxo-4-phenylpyrimidin-1(6H)-yl)methyl)-7-azaspiro[4.5]decane-7-carbonyl)-2-phenylpiperidin-4-yl)glycine sodium